N,N-diphenyl-3'-(quinoline-4-yl)-[1,1'-biphenyl]-4-amine C1(=CC=CC=C1)N(C1=CC=C(C=C1)C1=CC(=CC=C1)C1=CC=NC2=CC=CC=C12)C1=CC=CC=C1